methyl-propoxysilane C[SiH2]OCCC